7-Chloro-3-(2,6-dimethyl-phenyl)-1-(3-hydroxy-propyl)-3,4-dihydro-1H-pyrimido[4,5-d]pyrimidin-2-one ClC1=NC=C2C(=N1)N(C(N(C2)C2=C(C=CC=C2C)C)=O)CCCO